4-[3-Formyl-4-(methoxycarbonyl)phenyl]-3,3-dimethylpiperazine-1-carboxylic acid tert-butyl ester C(C)(C)(C)OC(=O)N1CC(N(CC1)C1=CC(=C(C=C1)C(=O)OC)C=O)(C)C